(R)-3-(7-isonicotinyl-8-methyl-3-(3-methyl-1,2,4-thiadiazol-5-yl)-5,6,7,8-tetrahydroimidazo[1,5-a]pyrazin-1-yl)oxazolidin-2-one hydrochloride Cl.C(C1=CC=NC=C1)N1[C@@H](C=2N(CC1)C(=NC2N2C(OCC2)=O)C2=NC(=NS2)C)C